C(C)N(C(CC)=O)CC N,N-diethylpropionamide